methyl 2-[ethyl(isopropyl)amino]-5,7-dihydrofuro[3,4-b]pyridine-3-carboxylate C(C)N(C1=C(C=C2C(=N1)COC2)C(=O)OC)C(C)C